(S)-N-(3-chloro-2,4-difluorophenyl)-N-methyl-3-(6-methyl-4-(trifluoromethyl)pyridin-2-yl)-1-((1-methylazetidin-3-yl)methyl)-2-oxoimidazolidine-4-carboxamide ClC=1C(=C(C=CC1F)N(C(=O)[C@H]1N(C(N(C1)CC1CN(C1)C)=O)C1=NC(=CC(=C1)C(F)(F)F)C)C)F